CC(CCCCCCCOC(CC)=O)C propionic acid-8-methylnonyl ester